2,3,4-tri-O-acetyl-beta-D-galactopyranose C(C)(=O)O[C@H]1[C@H](O)O[C@@H]([C@@H]([C@@H]1OC(C)=O)OC(C)=O)CO